ClC1=CC=C(S1)CNC1=CC(=NN1C(C(COC)(C)C)=O)C1CCNCC1 1-(5-{[(5-chlorothiophen-2-yl)methyl]amino}-3-(piperidin-4-yl)-1H-pyrazol-1-yl)-3-methoxy-2,2-dimethylpropan-1-one